2-Fluoro-4-phenylpyridine FC1=NC=CC(=C1)C1=CC=CC=C1